4-{3-[1-(propan-2-yl)-1H-1,2,3-benzotriazol-5-yl]-1,2,4-oxadiazol-5-yl}-2,3-dihydro-1H-inden-1-one CC(C)N1N=NC2=C1C=CC(=C2)C2=NOC(=N2)C2=C1CCC(C1=CC=C2)=O